NC1=C(C=C(C=N1)NC(C(=O)N1C(CCC(C1)C)C=1C=C2C=CC(NC2=CC1)=O)=O)C N-(6-amino-5-methyl-3-pyridyl)-2-[5-methyl-2-(2-oxo-1H-quinolin-6-yl)-1-piperidyl]-2-oxo-acetamide